(S)-1-(2-chloroacetyl)-7-(4-fluorobenzyl)-2-methyl-N-(((R)-tetrahydrofuran-3-yl)methyl)-2,3-dihydro-1H-pyrido[2,3-b][1,4]oxazine-6-carboxamide ClCC(=O)N1C2=C(OC[C@@H]1C)N=C(C(=C2)CC2=CC=C(C=C2)F)C(=O)NC[C@@H]2COCC2